1,3-bis(hydrazinocarbonylethyl)5-isopropyl-hydantoin N(N)C(=O)CCN1C(=O)N(C(=O)C1C(C)C)CCC(=O)NN